C(#N)C(=C1C=C(OC(=C1)C(=CC1(CC=C(C=C1)C)C)N)C)C#N 4-(dicyanomethylene)-2-methyl-6-(p-dimethyl-aminostyryl)-4H-pyran